OC1=C(C(=CC(=C1)OC)O)C(CCCC1=CC=CC=C1)=O 1-(2,6-dihydroxy-4-methoxyphenyl)-4-phenylbutan-1-one